tris(2-hydroxyphenyl) borate B(OC1=C(C=CC=C1)O)(OC1=C(C=CC=C1)O)OC1=C(C=CC=C1)O